N-(6-(4-aminophenoxy)pyrimidine-4-yl)cyclopropanecarboxamide NC1=CC=C(OC2=CC(=NC=N2)NC(=O)C2CC2)C=C1